FC1=C(C2=C(C(=C(C(=C2C(=C1F)F)F)F)F)F)[B-](C1=C(C(=C(C2=C(C(=C(C(=C12)F)F)F)F)F)F)F)(C1=C(C(=C(C2=C(C(=C(C(=C12)F)F)F)F)F)F)F)C1=C(C(=C(C2=C(C(=C(C(=C12)F)F)F)F)F)F)F.C(CCCCCCCCCCCCCCCCC)[NH+](C1=CC=CC=C1)CCCCCCCCCCCCCCCCCC N,N-dioctadecyl-anilinium tetrakis(perfluoronaphthyl)borate